(5S,6S,9R)-N-(3,4-dichlorophenyl)-3,5-difluoro-6,7,8,9-tetrahydro-5H-6,9-epiminocyclohepta[c]pyridine-10-carboxamide ClC=1C=C(C=CC1Cl)NC(=O)N1[C@@H]2[C@H](C3=C(C=NC(=C3)F)[C@H]1CC2)F